2,2-Bis-(4,4-bis-(4-hydroxyphenyl)-cyclohexyl)-propan OC1=CC=C(C=C1)C1(CCC(CC1)C(C)(C)C1CCC(CC1)(C1=CC=C(C=C1)O)C1=CC=C(C=C1)O)C1=CC=C(C=C1)O